2-[2-nitro-4-(trifluoromethylmethyl)benzoyl]cyclohexenone methyl-5-(2,5-dichloropyrimidin-4-yl)-2-methylbenzoate COC(C1=C(C=CC(=C1)C1=NC(=NC=C1Cl)Cl)C)=O.[N+](=O)([O-])C1=C(C(=O)C=2C(CCCC2)=O)C=CC(=C1)CC(F)(F)F